C(=C)C1=C(C=CC=C1)C=1C(=CC=CC1)C(=O)OC Methyl 2'-vinyl-[1,1'-biphenyl]-2-carboxylate